C(C=C)(=O)OCCC(C(=O)O)(C)C 2-(acryloxyethyl)-2-methylpropionic acid